((tert-butyldimethylsilyloxy)methyl)cyclohexan-1-ol [Si](C)(C)(C(C)(C)C)OCC1(CCCCC1)O